1-ethyl-3-methyl-7,8-dihydroxyl-1,2,3,4-tetrahydroisoquinoline-1,3-dicarboxylic acid C(C)C1(NC(CC2=CC=C(C(=C12)O)O)(C(=O)O)C)C(=O)O